OC(C(C(=O)OC)NC1=C(C(=O)[O-])C=CC=C1[N+](=O)[O-])C 3-hydroxy-1-methoxy-1-oxobutan-2-ylamino-3-nitrobenzoate